C(CCCCCCCCC)OC(CCCCCCCC)=O decanyl-nonanoate